C(C)(C)(C)OC(=O)N1CC2(CC1)N(C1=C(OC2)C=C(C(=N1)C)C1=NC=CC=N1)C(=O)OC(C)(C)C 6-Methyl-7-(pyrimidin-2-yl)-2H,4H-spiro[pyrido[3,2-b][1,4]oxazine-3,3'-pyrrolidine]-1',4-dicarboxylic acid di-tert-butyl ester